4-((2-(2-fluorophenyl)-4-formyl-1H-pyrrol-1-yl)sulfonyl)benzonitrile FC1=C(C=CC=C1)C=1N(C=C(C1)C=O)S(=O)(=O)C1=CC=C(C#N)C=C1